2,3,4,5,6-pentafluorobenzoxainine hydrochloride Cl.FC1OC2=C(C(=C1F)F)C(=C(C=C2)F)F